OC1CN(C1)C(=O)O[C@@H]1CC[C@H](CC1)C(N(C1=CC(=CC=C1)C=1C=NN(C1)C(C)C)C[C@@H]1CC[C@H](CC1)C1=CC(=C(C=C1)OC)C#N)=O trans-4-(((trans-4-(3-Cyano-4-methoxy-phenyl)cyclohexyl)-methyl)(3-(1-iso-propyl-1H-pyrazol-4-yl)phenyl)carbamoyl)cyclohexyl 3-hydroxyazetidine-1-carboxylate